ClC=1C=CC2=C(C(C(CCN2S(=O)(=O)C2=CC=C(C=C2)C)(F)F)(O)CO)C1 7-chloro-4,4-difluoro-5-(hydroxymethyl)-1-(4-methylbenzenesulfonyl)-2,3,4,5-tetrahydro-1H-1-benzoazepin-5-ol